N-(p-Toluenesulfonyl)-L-phenylalanine CC1=CC=C(C=C1)S(=O)(=O)N[C@@H](CC2=CC=CC=C2)C(=O)O